6-(3-Isopropyl-5-(1-methylpiperidin-3-yl)-1H-indol-2-yl)-8-methoxy-[1,2,4]triazolo[1,5-a]pyridin C(C)(C)C1=C(NC2=CC=C(C=C12)C1CN(CCC1)C)C=1C=C(C=2N(C1)N=CN2)OC